OC1=C(C=CC(=C1)O)C(C)(C)P1(OC2=C(C3=C1C=CC=C3)C=CC=C2)=O 6-(2-(2,4-dihydroxyphenyl)propan-2-yl)-6H-dibenzo[c,e][1,2]oxaphosphine 6-oxide